C[C@H](C(=O)O)OC1=CC=C(C=C1)OC2=C(C=C(C=N2)C(F)(F)F)Cl The molecule is a 2-(4-{[3-chloro-5-(trifluoromethyl)pyridin-2-yl]oxy}phenoxy)propanoic acid that has R configuration. It is the most active enantiomer of the (racemic) herbicide haloxyfop and is used (particularly as the corresponding methyl and ethoxyethyl ester proherbicides (haloxyfop-P-methyl and haloxyfop-P-etotyl, respectively) to control annual and perrenial grasses in a variety of crops. It has a role as a phenoxy herbicide, an agrochemical and an EC 6.4.1.2 (acetyl-CoA carboxylase) inhibitor. It is a conjugate acid of a haloxyfop-P(1-). It is an enantiomer of a (S)-haloxyfop.